BrCC=1C=C(C(=NC1)C(=O)OCC)C(=O)OCC diethyl 5-bromomethylpyridine-2,3-dicarboxylate